1-(6-(2-(2-Aminopyridin-4-yl)imidazo[1,2-a]pyrimidin-3-yl)-2,3-dihydro-4H-benzo[b][1,4]oxazin-4-yl)ethan-1-one NC1=NC=CC(=C1)C=1N=C2N(C=CC=N2)C1C1=CC2=C(OCCN2C(C)=O)C=C1